BrC=1C=C2N(N=CC(=C2N[C@H]2C[C@H](CC2)NC(OC(C)(C)C)=O)C(N)=NC2=C(C=CC=C2F)Cl)C1 tert-butyl N-[(1S,3R)-3-[[6-bromo-3-[N'-(2-chloro-6-fluoro-phenyl)carbamimidoyl]pyrrolo[1,2-b]pyridazin-4-yl]amino]cyclopentyl]carbamate